C(C)(C)(C)OC(=O)N1CC2=C(CC1)N(N=C2C#N)C2=NC(=CC=C2C(C)=O)N2C=NC1=C2C=C(C=C1)NC=1N=NC(=CC1)C 1-[3-acetyl-6-[6-[(6-methylpyridazin-3-yl)amino]benzimidazol-1-yl]-2-pyridyl]-3-cyano-6,7-dihydro-4H-pyrazolo[4,3-c]pyridine-5-carboxylic acid tert-butyl ester